CN1C[C@@](CC1)(C)C1=CC=C(N)C=C1 (R)-4-(1,3-dimethylpyrrolidin-3-yl)aniline